[OH-].[Cr+5].[OH-].[OH-].[OH-].[OH-] chromium(V) hydroxide